O[C@@H]([C@@H](C(=O)N[C@@H]1C(N[C@H](/C=C/C(NCC[C@@H](C1)O)=O)C)=O)NC(\C=C\C=C\CCCCCC(C)(C)C)=O)C (2E,4E)-N-((2S,3R)-3-hydroxy-1-(((5S,8S,10S,E)-10-hydroxy-5-methyl-2,7-dioxo-1,6-diazacyclododec-3-en-8-yl)amino)-1-oxobutan-2-yl)-11,11-dimethyldodeca-2,4-dienamide